P(=O)(O[C@@H](CO)[C@H]1O[C@H](C[C@@H]1O)N1C(NC(C(=C1)F)=O)=O)(O)O (S)-1-((2S,3S,5R)-5-(5-fluoro-2,4-dioxo-3,4-dihydropyrimidin-1(2H)-yl)-3-hydroxytetrahydrofuran-2-yl)-2-hydroxyethyl dihydrogen phosphate